COC1=CC(=NC2=CC(=CC=C12)S(=O)(=O)Cl)C1=CC=C(C=C1)C(F)(F)F 4-methoxy-2-(4-(trifluoromethyl)phenyl)quinoline-7-sulfonyl chloride